NCC(=O)NCN1N=CC(=C1)C1=C2C(=NC=3C=C4C(=CC13)OCO4)C4=CC1=C(C(N4C2)=O)COC([C@]1(O)CC)=O (S)-2-amino-N-((4-(7-ethyl-7-hydroxy-8,11-dioxo-7,8,11,13-tetrahydro-10H-[1,3]dioxolo[4,5-g]pyrano[3',4':6,7]indolizino[1,2-B]quinolin-14-yl)-1H-pyrazol-1-yl)methyl)acetamide